[O].C(C)(C)(C)C(OC(N(C1=NC=NC(=C1Cl)Cl)C(=O)OC(C)(C)C)=O)C t-butyl-N-t-butoxycarbonyl-N-(5,6-dichloropyrimidin-4-yl)urethane oxygen